N(=[N+]=[N-])[C@@H]1[C@H]([C@H]([C@H]([C@@H](C1)N=[N+]=[N-])CC(=O)[O-])O)O[C@H]1O[C@@H]([C@H]([C@@H]([C@H]1N=[N+]=[N-])F)OCC1=CC=CC=C1)CN=[N+]=[N-] [(1S,2S,3R,4S,6R)-4,6-diazido-3-[(2R,3S,4R,5R,6R)-3-Azido-6-(azidomethyl)-5-benzyloxy-4-fluoro-tetrahydropyran-2-yl]oxy-2-hydroxy-cyclohexyl]acetate